(S)-methyl 2-(chloromethyl)-4-fluoro-1-(oxetan-2-ylmethyl)-1H-benzo[d]imidazole-6-carboxylate ClCC1=NC2=C(N1C[C@H]1OCC1)C=C(C=C2F)C(=O)OC